(4-(5,7-difluoro-1H-indol-3-yl)cyclohexyl)carbamic acid benzyl ester C(C1=CC=CC=C1)OC(NC1CCC(CC1)C1=CNC2=C(C=C(C=C12)F)F)=O